C(C)OC=1C=C(C=CC1C=1NC(C2=C(N1)NN=N2)=O)C2=CC(=CC=C2)OC(C(=O)O)CC 2-((3'-Ethoxy-4'-(7-oxo-6,7-dihydro-3H-[1,2,3]triazolo[4,5-d]pyrimidin-5-yl)-[1,1'-biphenyl]-3-yl)oxy)butyric acid